4-(4-hydroxy-4-methylpentyl)-3-cyclohex-enecarbaldehyde OC(CCCC1=CCC(CC1)C=O)(C)C